C(C)(C)(C)C=1C=C(C=CC1)C1CCN(CC1)C(=O)C1CC2(C1)NC(OC2)=O (2s,4s)-2-(4-(3-(tert-butyl)phenyl)piperidine-1-carbonyl)-7-oxa-5-azaspiro[3.4]octan-6-one